N[C@@H]1[C@@H](CN(CC1)C(=O)OC(C)(C)C)C(F)(F)F tert-butyl (3R,4S)-4-amino-3-(trifluoromethyl)piperidine-1-carboxylate